6a,7,9,10-tetrahydropyrazino[1,2-d]pyrimido[5',4':4,5]pyrido[3,2-b][1,4]oxazine-8(6H)-carboxylic acid tert-butyl ester C(C)(C)(C)OC(=O)N1CC2N(C3=C(OC2)C2=C(C=N3)N=CN=C2)CC1